FC1(CC2(CN(C2)C2(C(NC3=C(C=CC=C23)C(F)(F)F)=O)C2=CC=C(C=C2)O)C1)F 3-(6,6-difluoro-2-azaspiro[3.3]heptane-2-yl)-3-(4-hydroxyphenyl)-7-(trifluoromethyl)indol-2-one